1-(2,6-dichloropyridin-3-yl)-2-methylpropan-1-ol ClC1=NC(=CC=C1C(C(C)C)O)Cl